COC(C)(C)C1=CC(=C(C=C1)B1OC(C(O1)(C)C)(C)C)C 2-[4-(1-methoxy-1-methyl-ethyl)-2-methyl-phenyl]-4,4,5,5-tetramethyl-1,3,2-dioxaborolane